ClC=1C=C(C=CC1Cl)NC1=NC=NC2=CC(=C(C=C12)OC1CC(C1)NC(C=C)=O)OC N-(3-((4-((3,4-dichlorophenyl)amino)-7-methoxyquinazolin-6-yl)oxy)cyclobutyl)acrylamide